C(C1=CC=CC=C1)OC1=CC(=C(C=C1)OC)CC(C)C 4-(Benzyloxy)-2-isobutyl-1-methoxybenzene